N-[(1-phenyl-4H-1,2,4-triazol-3-yl)carbamothioyl]benzamide C1(=CC=CC=C1)N1N=C(NC1)NC(=S)NC(C1=CC=CC=C1)=O